tert-butyl-4-(1-(5-(methoxy-d3)-2-methyl-4-nitrophenyl)piperidin-4-yl)piperazine-1-carboxylic acid C(C)(C)(C)C1N(CCN(C1)C1CCN(CC1)C1=C(C=C(C(=C1)OC([2H])([2H])[2H])[N+](=O)[O-])C)C(=O)O